1-(3-fluoro-4-methylphenyl)butan-1-one FC=1C=C(C=CC1C)C(CCC)=O